6-(2-Fluoropyridin-4-yl)quinoline-4-carboxylic acid FC1=NC=CC(=C1)C=1C=C2C(=CC=NC2=CC1)C(=O)O